FC(C(C(C(C(C(F)(F)F)(F)F)(F)F)(F)F)(F)F)(CC)F 1-(Perfluorohexyl)ethane